CC(C(CN)(C)C)NC 1,N1,2,2-tetramethylpropane-1,3-diamine